CC1(CC(C2=CC(=CC=C12)COC1=CC=2C[C@@H]3[C@H](C2C=C1)[C@H]3C(=O)O)C3=C(C=CC=C3)C(F)(F)F)C (1S,1aS,6aR)-4-((1,1-dimethyl-3-(2-(trifluoromethyl)phenyl)-2,3-dihydro-1H-inden-5-yl)methoxy)-1,1a,6,6a-tetrahydrocyclopropa[a]indene-1-carboxylic acid